C1(=CC=CC=C1)C=1N2C(SC1C(=O)C1=CC=CC=C1)=NC1=C2C=CC=C1 phenyl (3-phenylbenzo[4,5]imidazo[2,1-b]thiazole-2-yl) ketone